bis(2,6-diethylphenyl) (4-vinylphenyl) phosphite P(OC1=C(C=CC=C1CC)CC)(OC1=C(C=CC=C1CC)CC)OC1=CC=C(C=C1)C=C